OC1CN(CC1)C1CC1 3-hydroxyl-1-cyclopropylpyrrolidine